nickel hydrogen phosphate hydrate O.P(=O)(O)([O-])[O-].[Ni+2]